[Cl-].C(CCCCCCCCCCCCCCC)COP(OC)OC cetyltrimethoxyphosphine chloride